(R)-3-(((3-(3,3-difluorobutyl)-5-(4-fluorobicyclo[2.2.2]octan-1-yl)-2-methyl-7-(methylthio)-1,1-dioxido-2,3,4,5-tetrahydrobenzo[f][1,2,5]thiadiazepin-8-yl)oxy)methyl)picolinic acid FC(CC[C@H]1N(S(C2=C(N(C1)C13CCC(CC1)(CC3)F)C=C(C(=C2)OCC=2C(=NC=CC2)C(=O)O)SC)(=O)=O)C)(C)F